N-(4-chloro-3-cyanophenyl)-2-fluoro-6-(4-fluoro-2-methylphenoxy)-3-(trifluoromethyl)benzamide ClC1=C(C=C(C=C1)NC(C1=C(C(=CC=C1OC1=C(C=C(C=C1)F)C)C(F)(F)F)F)=O)C#N